F[C@H]1CN(CC[C@H]1NC1=CC=CC=2N1N=C(C2CC(F)(F)F)C#CCNC(=O)C2CCCC2)C N-[3-(7-{[(3S,4R)-3-fluoro-1-methylpiperidin-4-yl]amino}-3-(2,2,2-trifluoroethyl)pyrazolo[1,5-a]pyridin-2-yl)prop-2-yn-1-yl]cyclopentanecarboxamide